FC1=C(C=CC(=C1)I)NC=1C=NC=CC1C(=O)N(C)OC 3-[(2-Fluoro-4-iodophenyl)amino]-N-methoxy-N-methylpyridine-4-carboxamide